stearyl-dimethyl-propyl-ethyl-dimethyl-ammonium sulfate S(=O)(=O)([O-])[O-].C(CCCCCCCCCCCCCCCCC)C([N+](C)(CC)CCC)(C)C.C(CCCCCCCCCCCCCCCCC)C(C)(C)[N+](CCC)(CC)C